3-(cyclopropyl-(5,7-dichloro-8-fluoro-2-(methylthio)pyrido[4,3-d]pyrimidin-4-yl)amino)propan-1-ol C1(CC1)N(CCCO)C=1C2=C(N=C(N1)SC)C(=C(N=C2Cl)Cl)F